beta-homoserine N[C@@H](CO)CC(=O)O